C(CCC)C1=NC2(C(N1CC1=CC=C(C=C1)C1=C(C=CC(=C1)NC1=CC=CC=C1)C=1N=NNN1)=O)CCCC2 2-butyl-3-((5'-(phenylamino)-2'-(2H-tetrazol-5-yl)-[1,1'-biphenyl]-4-yl)methyl)-1,3-diazaspiro[4.4]non-1-en-4-one